3-(7-chloro-5-((4-cyclopentyl-3-(trifluoromethyl)benzyl)oxy)-1H-indol-1-yl)propionic acid ethyl ester C(C)OC(CCN1C=CC2=CC(=CC(=C12)Cl)OCC1=CC(=C(C=C1)C1CCCC1)C(F)(F)F)=O